OC1=C(C=CC=C1OC)C(C1=CC(=C(C(=C1)C)O)C)C1=CC(=C(C(=C1)C)O)C 4,4'-[(2-hydroxy-3-methoxyphenyl)methylene]bis(2,6-dimethylphenol)